5-(1-(2,2-Difluoroethyl)-2-methyl-1H-imidazo[4,5-b]pyridin-6-yl)-N-(1-(2,2-difluoroethyl)piperidin-4-yl)pyrrolo[2,1-f][1,2,4]triazin-2-amine FC(CN1C(=NC2=NC=C(C=C21)C=2C=CN1N=C(N=CC12)NC1CCN(CC1)CC(F)F)C)F